C(CCCCCCCCCCCCCCCCCCC)OCCNC 2-(eicosyloxy)-N-methylethylamine